3-bromoisoquinoline BrC=1N=CC2=CC=CC=C2C1